2,6-di-tert-butyl-hydroquinone C(C)(C)(C)C1=C(O)C(=CC(=C1)O)C(C)(C)C